(±)-1-fluorocyclohex-3-enecarboxylic acid F[C@]1(CC=CCC1)C(=O)O |r|